ClC1=C(N=C2SC(=NN21)N)C2CC2 5-chloro-6-cyclopropylimidazo[2,1-b][1,3,4]thiadiazol-2-amine